N-[rac-((2R,3S)-1-(3-(4-fluorophenyl)-1H-indazol-6-yl)-4,4-dimethyl-5-oxo-2-phenylpyrrolidin-3-yl)]cyclopropanecarboxamide FC1=CC=C(C=C1)C1=NNC2=CC(=CC=C12)N1[C@@H]([C@H](C(C1=O)(C)C)NC(=O)C1CC1)C1=CC=CC=C1 |r|